[Zr].[Cu].[Fe].[Co] cobalt-iron-copper-zirconium